FCC(CF)OC1=C(C=C(C=C1)NC(=O)C1=COC2=C1C=C(C(=C2)C2=NN=NN2)F)F N-(4-((1,3-difluoropropan-2-yl)oxy)-3-fluorophenyl)-5-fluoro-6-(1H-tetrazol-5-yl)benzofuran-3-carboxamide